OCCNC(=O)C=1C=CC=C2C(=CC=NC12)C1=CN=C2N1N=C(C(=C2)C2=CC=C(C=C2)N2CCN(CC2)C(=O)OC(C)(C)C)C tert-butyl 4-(4-(3-(8-((2-hydroxyethyl)carbamoyl)quinolin-4-yl)-6-methylimidazo[1,2-b]pyridazin-7-yl)phenyl)piperazine-1-carboxylate